The molecule is a pentacyclic triterpenoid that is the cinnamate ester of cycloartenol. It has been isolated from the mycelia of Cordyceps sinensis. It has a role as a central nervous system drug, an antineoplastic agent, a fungal metabolite and a plant metabolite. It is a cinnamate ester and a pentacyclic triterpenoid. It derives from a cycloartenol and a ferulic acid. CC(CCC=C(C)C)[C@H]1CC[C@@]2([C@@]1(CC[C@]34[C@H]2CC[C@@H]5[C@]3(C4)CC[C@@H](C5(C)C)OC(=O)/C=C/C6=CC(=C(C=C6)O)OC)C)C